(2-(4,4-dimethylcyclohex-1-en-1-yl)thiazol-5-yl)methanone CC1(CC=C(CC1)C=1SC(=CN1)C=O)C